butyl (3S,5S)-3-amino-5-fluoropiperidine-1-carboxylate N[C@@H]1CN(C[C@H](C1)F)C(=O)OCCCC